(4-amino-7-fluoro-1-methyl-1H-pyrazolo[4,3-c]quinolin-8-yl)((3R)-3-(4-(trifluoromethyl)phenoxy)-1-pyrrolidinyl)methanone NC1=NC=2C=C(C(=CC2C2=C1C=NN2C)C(=O)N2C[C@@H](CC2)OC2=CC=C(C=C2)C(F)(F)F)F